FC(OC1=CC=CC=2C(N([C@H]3C=4N([C@@H](C21)C3)C3=C(N4)C=CC(=C3)C#CC3CCN(CC3)C)C([2H])([2H])[2H])=O)F (7R,14R)-1-(difluoromethoxy)-6-(methyl-d3)-11-((1-methylpiperidin-4-yl)ethynyl)-6,7-dihydro-7,14-methanobenzo[f]benzo[4,5]imidazo[1,2-a][1,4]diazocin-5(14H)-one